FC1=CC2=C(N=C(O2)C=2C=C(C=CC2)C2=C(C=C(C=C2)F)C2=NN=CN2C)C=C1CO (6-Fluoro-2-(4'-fluoro-2'-(4-methyl-4H-1,2,4-triazol-3-yl)-[1,1'-biphenyl]-3-yl)benzo[d]oxazol-5-yl)methanol